(3-Ethynyl-5-fluoro-1H-indol-2-yl)methanol C(#C)C1=C(NC2=CC=C(C=C12)F)CO